1-(4-(3-(3-fluorophenyl)-2-(methoxymethyl)-1-tosyl-1H-pyrrolo[2,3-b]pyridin-5-yl)benzyl)piperidin-3-ol FC=1C=C(C=CC1)C1=C(N(C2=NC=C(C=C21)C2=CC=C(CN1CC(CCC1)O)C=C2)S(=O)(=O)C2=CC=C(C)C=C2)COC